BrC1=C(C=C(C=C1)C(C(=O)NC=1N=CSC1)O)C 2-(4-bromo-3-methylphenyl)-2-hydroxy-N-(thiazol-4-yl)acetamide